stearoyl-propanediol C(CCCCCCCCCCCCCCCCC)(=O)C(CC)(O)O